4-(4-(tert.-Butyl)phenoxy)anilin C(C)(C)(C)C1=CC=C(OC2=CC=C(N)C=C2)C=C1